2-((1-(6-(4-fluorophenyl)-7-methoxy-2-methyl-1,8-naphthyridin-4-yl)ethyl)amino)benzoic acid FC1=CC=C(C=C1)C=1C=C2C(=CC(=NC2=NC1OC)C)C(C)NC1=C(C(=O)O)C=CC=C1